C(#N)C1=C(C=CC=C1F)NC(COC=1C=CC=C2C(=NN(C12)C)C1C(NC(CC1)=O)=O)=O N-(2-cyano-3-fluorophenyl)-2-((3-(2,6-dioxopiperidin-3-yl)-1-methyl-1H-indazol-7-yl)oxy)acetamide